N-[(6-Amino-2-pyridyl)sulfonyl]-6-(3,3-dimethyl-6-oxo-cyclohexen-1-yl)-2-(2,4,6-trimethylphenoxy)pyridin-3-carboxamid NC1=CC=CC(=N1)S(=O)(=O)NC(=O)C=1C(=NC(=CC1)C1=CC(CCC1=O)(C)C)OC1=C(C=C(C=C1C)C)C